1,1-dimethylethyl N-[(3S,4S)-3-[[[5-chloro-6-oxo-1-[1-(phenylsulfamoyl)-4-piperidyl]pyridazin-4-yl]amino]methyl]tetrahydropyran-4-yl]carbamate ClC1=C(C=NN(C1=O)C1CCN(CC1)S(NC1=CC=CC=C1)(=O)=O)NC[C@@H]1COCC[C@@H]1NC(OC(C)(C)C)=O